2,5-dichloro-3,6-dihydroxybenzoquinone ClC=1C(C(=C(C(C1O)=O)Cl)O)=O